CNC1=CC(=NC=2N1N=CC2NC(=O)NC)NC(C2=CC=CC=C2)=O N-(7-(methylamino)-3-(3-methylureido)pyrazolo[1,5-a]pyrimidin-5-yl)benzamide